NC1=CC=C(C=C1)C=1C2=CC=C(N2)C(=C2C=CC(C(=C3C=CC(=C(C=4C=CC1N4)C4=CC=C(C=C4)N)N3)C3=CC=C(C=C3)N)=N2)C2=CC=CC=C2 5,10,15-tris(4-aminophenyl)-20-phenylporphyrin